ClC1=CC=2C(N=C1)=C(N(N2)[C@@H](C)C2CCC(CC2)C2=NC1=CC=C(C=C1C=C2)F)OC ((1S,4s)-4-((R)-1-(6-chloro-3-methoxy-2H-pyrazolo[4,3-b]pyridin-2-yl)ethyl)cyclohexyl)-6-fluoroquinoline